(2S,4R)-4-fluoro-4-(fluoromethyl)-5-oxopyrrolidin F[C@@]1(CCNC1=O)CF